7-nitro-2,1,3-benzoxadiazole [N+](=O)([O-])C1=CC=CC=2C1=NON2